tert-butyl 4-(6-chloro-7-(2-fluoro-6-methoxyphenyl)-1-(2-isopropylphenyl)-2-oxo-1,2-dihydroquinazolin-4-yl)piperazine-1-carboxylate ClC=1C=C2C(=NC(N(C2=CC1C1=C(C=CC=C1OC)F)C1=C(C=CC=C1)C(C)C)=O)N1CCN(CC1)C(=O)OC(C)(C)C